pentynol CCCC#CO